vinyl valerate C(CCCC)(=O)OC=C